C(C1=CC=CC=C1)[C@H]1N(CCN(C1)S(=O)(=O)CC(C)C)C1=NC=C2C(=N1)N(N=C2C=2C(=C(C(=C(C2)C(F)(F)F)F)O)F)C (R)-3-(6-(2-Benzyl-4-(isobutylsulfonyl)piperazin-1-yl)-1-methyl-1H-pyrazolo[3,4-d]pyrimidin-3-yl)-2,6-difluoro-5-(trifluoromethyl)phenol